C(=O)(OC(C)(C)C)NC(=O)[C@H]1NC=CC1 (S)-N-BOC-2,3-dihydropyrrole-2-carboxamide